3-(4-aminobenzyl)-1-(4-(pyridin-4-yl)phenyl)pyrrolidin-2-one NC1=CC=C(CC2C(N(CC2)C2=CC=C(C=C2)C2=CC=NC=C2)=O)C=C1